1-(1-(4-(tert-butyl)benzyl)piperidin-4-yl)-2-methyl-1H-benzo[d]imidazole C(C)(C)(C)C1=CC=C(CN2CCC(CC2)N2C(=NC3=C2C=CC=C3)C)C=C1